[NH4+].[C+4] carbon, ammonium salt